OC12CC3(CC(CC(C1)C3)C2)COC(=O)C(S(=O)(=O)O)(F)F 1-((3-hydroxyadamantyl)methoxycarbonyl)-difluoromethanesulfonic acid